5-(2-aminopyridin-4-yl)-N-((2-((3R,5S)-3,5-dimethylpiperazin-1-yl)pyrimidin-4-yl)methyl)-7H-pyrrolo[2,3-d]pyrimidin-4-amine NC1=NC=CC(=C1)C1=CNC=2N=CN=C(C21)NCC2=NC(=NC=C2)N2C[C@H](N[C@H](C2)C)C